C(C=1C(O)=CC=CC1)(=O)OC1=CC=CC2=CC=CC=C12 α-naphthyl salicylate